4-Methoxyamphetamine COC1=CC=C(CC(N)C)C=C1